FC(C(CN1N=CC(=C1)C=1C(=NC=C(C1)F)C1=CC=2N(C=C1)C=C(N2)C)(C)C)F 7-{3-[1-(3,3-Difluoro-2,2-dimethylpropyl)-1H-pyrazol-4-yl]-5-fluoropyridin-2-yl}-2-methylimidazo[1,2-a]pyridin